t-butyl-(phenyl)silanol C(C)(C)(C)[SiH](O)C1=CC=CC=C1